BrC=1C=CC(=NC1F)[C@@H]1C(C2[C@H](CN=C3C2(C=C1)CN=N3)C)CC(F)(F)F (6S,8R)-6-(5-bromo-6-fluoropyridin-2-yl)-8-methyl-7-(2,2,2-trifluoroethyl)-6,7,8,9-tetrahydro-3H-pyrazolo[4,3-J]isoquinoline